O=C1N(CCC(N1)=O)C=1C=C(C(=O)N2CC3(C2)CCN(CC3)C(=O)OC(C)(C)C)C=CC1OC tert-butyl 2-(3-(2,4-dioxotetrahydropyrimidin-1(2H)-yl)-4-methoxybenzoyl)-2,7-diazaspiro[3.5]nonane-7-carboxylate